2-(6-bromo-4-iodo-1-methyl-1H-indazol-3-yl)isoindoline-1,3-dione BrC1=CC(=C2C(=NN(C2=C1)C)N1C(C2=CC=CC=C2C1=O)=O)I